C(CCC)C(CCCCCCC)(N1C(=C2C(C1=O)=C(NC2=O)C=2SC(=CC2)Br)C=2SC(=CC2)Br)CCCC 5-dibutyloctyl-3,6-bis(5-bromothiophene-2-yl)pyrrolo[3,4-c]pyrrole-1,4-dione